n-butyl trifluoroacetate methyl-tetrafluoro-2-(methoxy)propionate COC(C(C(F)(F)F)(OC)F)=O.FC(C(=O)OCCCC)(F)F